CC=1CC[C@H]([C@@H](C1)C=1C(=CC(=CC1O)CCCCCCCC)O)C(=C)C (1'R,2'R)-5'-methyl-4-octyl-2'-(prop-1-en-2-yl)-1',2',3',4'-tetrahydro-[1,1'-biphenyl]-2,6-diol